C(CCC)OC(NC[C@H]1C[C@H]([C@@H]2OC(O[C@@H]21)(C)C)N2C=C1C=CC(NC=3C1=C2N=CN3)=O)=O butyl-(((3aR,4R,6R,6aS)-2,2-dimethyl-6-(7-oxo-6,7-dihydro-2H-2,3,5,6-tetraazabenzo[cd]azulen-2-yl)tetrahydro-4H-cyclopenta[d][1,3]dioxol-4-yl)methyl)carbamate